C1(C=CC=C1)[Ti]C=C(C=C(C)C)C Cyclopentadienyl-2,4-dimethyl-pentadienyl-titanium